N-(4-fluoro-5-(((2S,4R)-2-methyl-4-(pyrrolo[2,1-f][1,2,4]triazin-4-yloxy)pyrrolidin-1-yl)methyl)thiazol-2-yl)acetamide FC=1N=C(SC1CN1[C@H](C[C@H](C1)OC1=NC=NN2C1=CC=C2)C)NC(C)=O